2-(6-(4-(benzo[d]isothiazol-3-yl)piperazin-1-yl)-1-oxoisoindolin-2-yl)butyramide S1N=C(C2=C1C=CC=C2)N2CCN(CC2)C2=CC=C1CN(C(C1=C2)=O)C(C(=O)N)CC